CC([C@@H](C1=NC=CC=C1)NC(=O)C=1C2=CC=CC2=CC1)(C)C pentalene-4-carboxylic acid ((S)-2,2-dimethyl-1-pyridin-2-yl-propyl)-amide